BrC=1C=CC(=C(N)C1)I 5-bromo-2-iodo-aniline